FC=1C(=C(CC2=NN3C(=NC=4C(=CC=CC4C3=C2)OC)N)C=CC1)C 2-(3-fluoro-2-methylbenzyl)-7-methoxypyrazolo[1,5-c]quinazolin-5-amine